ClC=1C=CC=C2C=CN(C(C12)=O)C1=NN(C=C1)CC(C)O 8-chloro-2-(1-(2-hydroxypropyl)-1H-pyrazol-3-yl)isoquinolin-1(2H)-one